FC1(C(C1)CS(=O)(=O)C=1C=C(OC[C@H]2OC2)C=CC1)F (2S)-2-((3-(((2,2-difluorocyclopropyl)methyl)sulfonyl)phenoxy)methyl)oxirane